CN(C/C=C/C(=O)N1C[C@@H](CCC1)C(=O)OCC)C Ethyl (R,E)-1-(4-(dimethylamino)but-2-enoyl)piperidine-3-carboxylate